2-bromo-4-fluorobenzene-1-carbaldehyde BrC1=C(C=CC(=C1)F)C=O